1-(6-(indoline-1-carbonyl)spiro[3.3]hept-2-yl)-3-(4-methoxybenzyl)urea N1(CCC2=CC=CC=C12)C(=O)C1CC2(CC(C2)NC(=O)NCC2=CC=C(C=C2)OC)C1